CN(C1CCCCC1)C2CCCCC2 N,N-dicyclohexylmethylamine